3',3'''-bis(4,6-diphenyl-1,3,5-triazin-2-yl)-[1,1':4',1'':4'',1'''-quaterphenyl]-4-carbonitrile C1(=CC=CC=C1)C1=NC(=NC(=N1)C1=CC=CC=C1)C=1C=C(C=CC1C1=CC=C(C=C1)C1=CC(=CC=C1)C1=NC(=NC(=N1)C1=CC=CC=C1)C1=CC=CC=C1)C1=CC=C(C=C1)C#N